(7-dicyanomethylene-1,3,4,5,6,8,9,10-octafluoro-7H-pyren-2-ylidene)malononitrile C(#N)C(=C1C(=C2C(=C(C3=C(C(C(=C4C(=C(C(=C1F)C2=C43)F)F)F)=C(C#N)C#N)F)F)F)F)C#N